Cl.NCC1=C(C(=CC=C1C1=CC=CC=C1)Cl)SC1=NC=CC=C1CO (2-{[2-(aminomethyl)-6-chloro-3-phenylphenyl]sulfanyl}pyridin-3-yl)methanol HCl salt